6-(2,6-dichloro-4-nitrophenoxy)-4-(trifluoromethyl)pyridazin-3(2H)-one ClC1=C(OC=2C=C(C(NN2)=O)C(F)(F)F)C(=CC(=C1)[N+](=O)[O-])Cl